NC=1C=C2C(=CNC2=CC1)/C(=C/C=1C=C(C#N)C=CC1OC)/C#N (Z)-3-(2-(5-amino-1H-indol-3-yl)-2-cyanovinyl)-4-methoxybenzonitrile